ClC1=CC(=C(C=C1)C1=NN=C(S1)N([C@@H]1[C@@H]([C@H]2CCC[C@@H](C1)N2C(=O)OC(C)(C)C)F)C)OCOC tert-butyl (1R,2R,3S,5S)-3-((5-(4-chloro-2-(methoxymethoxy)phenyl)-1,3,4-thiadiazol-2-yl)(methyl)amino)-2-fluoro-9-azabicyclo[3.3.1]nonane-9-carboxylate